OC1=CC=C(C=C1)SC=1N([C@H]2[C@H](O)[C@H](O)[C@@H](CO)O2)C=2N=C(NC(C2N1)=O)N 8-(4-hydroxyphenylthio)guanosine